C(C)C1=NC=CC=C1C(C(C)C)N1CCN(CC1)C(=O)OC(C)(C)C Tert-Butyl 4-[1-(2-ethylpyridin-3-yl)-2-methylpropyl]piperazine-1-carboxylate